CN1C(N(C=2N=C(N(C2C1=O)C)S(=O)C)C)=O 1,3,7-trimethyl-8-(methylsulfinyl)-1H-purine-2,6(3H,7H)-dione